1-(1-(2-azaspiro[3.5]non-7-yl)piperidin-4-yl)-3-(4-phenoxyphenyl)-1H-pyrazolo[3,4-d]pyrimidin-4-amine hydrochloride Cl.C1NCC12CCC(CC2)N2CCC(CC2)N2N=C(C=1C2=NC=NC1N)C1=CC=C(C=C1)OC1=CC=CC=C1